3-Methyl-5-(N-(4-(4-(3,3-dimethylbutyryl)piperazin-1-yl)phenyl)-N-phenethylsulfamoyl)benzofuran CC1=COC2=C1C=C(C=C2)S(N(CCC2=CC=CC=C2)C2=CC=C(C=C2)N2CCN(CC2)C(CC(C)(C)C)=O)(=O)=O